C1=CC2=C(NC=C2CC(C(=O)O)N)N=C1 azatryptophan